FC(C(=O)O)(F)F.N1CC(C1)=NOC(CCO)O ([(azetidin-3-ylidene)amino]oxy)propane-1,3-diol trifluoroacetate